rac-ethyl 2-bromo-3-(3,4-difluoro-2-methoxyphenyl)-3-hydroxypropanoate BrC(C(=O)OCC)C(O)C1=C(C(=C(C=C1)F)F)OC